(5-(3,5-dichlorophenyl)-5-(trifluoromethyl)-4,5-dihydroisoxazol-3-yl) phenyl-4-fluorobenzenesulfonate C1(=CC=CC=C1)C1=C(C=CC(=C1)F)S(=O)(=O)OC1=NOC(C1)(C(F)(F)F)C1=CC(=CC(=C1)Cl)Cl